FC1=C(C=CC(=C1)S(NC(C)C)(=O)=O)NC1=NC=C(C=N1)C1CC(C1)N(C(O)=O)C1(CC1)C.COC=1C=C(C=CC1OC)C(=O)OCC ethyl 3,4-dimethoxybenzenecarboxylate (1r,3r)-3-(2-((2-fluoro-4-(N-isopropylsulfamoyl)phenyl)amino)pyrimidin-5-yl)cyclobutyl-(1-methylcyclopropyl)carbamate